O=C[C@H](S)[C@@H](O)[C@H](O)[C@H](O)CO 2-thio-glucose